CC1=NOC(=C1C=1C=CC(=C(C1)N(C1=CC=C(C=C1)C1(CC1)C#N)C1CN(C1)CC1CCN(CC1)C=1C=C2C(N(C(C2=CC1)=O)C1C(NC(CC1)=O)=O)=O)C)C 1-(4-((5-(3,5-Dimethylisoxazol-4-yl)-2-methylphenyl)(1-((1-(2-(2,6-dioxopiperidin-3-yl)-1,3-dioxoisoindolin-5-yl)piperidin-4-yl)methyl)azetidin-3-yl)amino)phenyl)cyclopropane-1-nitrile